C(C)(C)(C)OC(=O)C1=CC(=C(C=C1)C1=CC=C(C=C1)C)OCC1=CC(=CC2=C1C=C(O2)C=2N=C1SC(=NN1C2)C)OC ((6-methoxy-2-(2-methylimidazo[2,1-b][1,3,4]thiadiazol-6-yl)benzofuran-4-yl)methoxy)-4'-methyl-[1,1'-biphenyl]-4-carboxylic acid tert-butyl ester